2,4-dipropoxybenzoic acid C(CC)OC1=C(C(=O)O)C=CC(=C1)OCCC